8-[(4-bromophenyl)carbamoyl]naphthalene-1-carboxylic acid BrC1=CC=C(C=C1)NC(=O)C=1C=CC=C2C=CC=C(C12)C(=O)O